OC1=C(C=CC(=C1O)O)C(C)(C)C1=CC=C(C=C1)O 2-(2,3,4-trihydroxyphenyl)-2-(4'-hydroxyphenyl)propane